3-fluoro-5-((2-methoxyethyl)amino)-4-nitrobenzoic acid ethyl ester C(C)OC(C1=CC(=C(C(=C1)NCCOC)[N+](=O)[O-])F)=O